ClC=1C=C(C=CC1)C#CC(C(F)(F)F)=O 4-(3-chlorophenyl)-1,1,1-trifluoro-3-butyn-2-one